ClC1=C2C(=NC=C1C=1C=C(C=CC1)N1C(CN(CC1)C(COC1CN(C1)C1=C3C(N(C(C3=CC=C1)=O)C1C(NC(CC1)=O)=O)=O)=O)=O)NC=C2CC 4-(3-(2-(4-(3-(4-chloro-3-ethyl-1H-pyrrolo[2,3-b]pyridin-5-yl)phenyl)-3-oxopiperazin-1-yl)-2-oxoethoxy)azetidin-1-yl)-2-(2,6-dioxopiperidin-3-yl)isoindoline-1,3-dione